N[C@H]1CN(CCC1)C1=CC(N(C(N1CC1=C(C#N)C=CC=C1)=O)C)=O 2-({6-[(3R)-3-aminopiperidin-1-yl]-3-methyl-2,4-dioxo-3,4-dihydro-2H-pyrimidin-1-yl}methyl)benzonitrile